FC1=C(C=CC=C1)[C@@](C(=O)OC)(C)O (R)-methyl 2-(2-fluoro-phenyl)-2-hydroxy-propionate